((E)-1-(2-Chloropyridine-4-carbonyl)-2-(dimethylamino)vinyloxy)benzonitrile ClC1=NC=CC(=C1)C(=O)/C(=C\N(C)C)/OC1=C(C#N)C=CC=C1